[N+](=O)([O-])C1=C(C=CC=C1)OB(O)O (2-nitrophenyl)boric acid